The molecule is an onium cation obtained by protonation of ammonia. It has a role as a human metabolite, a Saccharomyces cerevisiae metabolite, an Escherichia coli metabolite and a cofactor. It is a nitrogen hydride, an onium cation and a monovalent inorganic cation. It is a conjugate acid of an ammonia. [NH4+]